FC1=CC(=C(C=C1)N1CN(C(C2=CC(=CC=C12)C(F)(F)F)=O)C1=C(N=NC=C1)C)C 1-(4-fluoro-2-methylphenyl)-3-(3-methylpyridazin-4-yl)-6-(trifluoromethyl)-2,3-dihydroquinazolin-4(1H)-one